C(C(C)C)(=O)N1CCN(CC1)C1=C2C=NN(C2=CC(=C1)S(=O)(=O)NC1(COC1)C)C=1SC(=NN1)C=C 4-(4-isobutyrylpiperazin-1-yl)-N-(3-methyloxetan-3-yl)-1-(5-vinyl-1,3,4-thiadiazol-2-yl)-1H-indazole-6-sulphonamide